CN1CC[C@@]2(CCCC[C@H]12)C1=CC2=C(C=N1)C(=NN2C)C 6-[(3aR,7aS)-1-Methyl-3,4,5,6,7,7a-hexahydro-2H-indol-3a-yl]-1,3-dimethyl-pyrazolo[4,3-c]pyridine